1-(piperidin-4-ylmethyl)-4-(trifluoromethyl)piperidine Tert-butyl-4-((4-(trifluoromethyl)piperidin-1-yl)methyl)piperidin-1-carboxylate C(C)(C)(C)OC(=O)N1CCC(CC1)CN1CCC(CC1)C(F)(F)F.N1CCC(CC1)CN1CCC(CC1)C(F)(F)F